NCC1CN(CCN1)C1=CC=CC=2OCCOC21 5-(3-(aminomethyl)piperazin-1-yl)-2,3-dihydro-1,4-benzodioxine